C(C#C)NC(O)=O prop-2-yn-1-ylcarbamic acid